2,3,4,9-tetrahydro-1H-carbazole-6-carboxylic acid methyl ester COC(=O)C=1C=C2C=3CCCCC3NC2=CC1